2-(tert-butoxycarbonylamino)-4-[2,2-difluoroethyl-[4-(5,6,7,8-tetrahydro-1,8-naphthyridin-2-yl)butyl]amino]butanoic acid C(C)(C)(C)OC(=O)NC(C(=O)O)CCN(CCCCC1=NC=2NCCCC2C=C1)CC(F)F